5,7-dihydro-dibenzoxepine C1=CC=CC2=C1C1=C(CCO2)C=CC=C1